(1S,3S)-3-((2-(5-(bromomethyl)-1-methyl-1H-pyrazol-4-yl)-4-methylpyrimidin-5-yl)oxy)cyclohexane-1-carboxylic acid isopropyl ester C(C)(C)OC(=O)[C@@H]1C[C@H](CCC1)OC=1C(=NC(=NC1)C=1C=NN(C1CBr)C)C